N(=C=O)CC1CC(CCC1)CN=C=O 1,3-Bis(isocyanatomethyl)cyclohexan